benzyl 4-(4-cyano-2-methoxyphenyl)-5-ethoxy-2,8-dimethyl-1,4-dihydro-1,6-naphthyridine-3-carboxylate C(#N)C1=CC(=C(C=C1)C1C(=C(NC2=C(C=NC(=C12)OCC)C)C)C(=O)OCC1=CC=CC=C1)OC